ClC(CCOP(OCCC(Cl)Cl)(OCCC(Cl)Cl)=O)Cl phosphoric tris(dichloropropyl) ester